5-(1-((7-ethyl-6-carbonyl-5,6-dihydro-1,5-naphthyridin-3-yl)methyl)-1,2,3,6-tetrahydropyridin-4-yl)-N-methylthioazole-2-carboxamide C(C)C=1C(NC=2C=C(C=NC2C1)CN1CCC(=CC1)C1=CC=C(N1)C(=O)NSC)=C=O